FC(COC=1C(=CC=2C3=C(C(=NC2C1)NC(C)C)CCC3)OC)CN3CCCC3 7-(2-fluoro-3-(pyrrolidin-1-yl)propoxy)-N-isopropyl-8-methoxy-2,3-dihydro-1H-cyclopenta[c]quinolin-4-amine